1-(1,2-benzoxazol-3-yl)ethane-1-sulfonamide O1N=C(C2=C1C=CC=C2)C(C)S(=O)(=O)N